ClC1=CC=C(CNC(NCC2CC23CCN(CC3)C(=O)OC(C)(C)C)=O)C=C1 tert-butyl 1-((3-(4-chlorobenzyl) ureido) methyl)-6-azaspiro[2.5]octane-6-carboxylate